C1(CCCCC1)=NS(=O)(=O)C=1SC2=C(N1)C=CC=C2 N-cyclohexyl-yl-2-benzothiazolesulfonamide